C(C=C)(=O)OCCC(=O)O β-acryloyloxypropionic acid